OCC1=CC=C(C=C1)C=1C=C2C(=CNC2=CC1)NC(=O)NC1=CC=C(C=C1)C(F)(F)F 1-(5-(4-(hydroxymethyl)phenyl)-1H-indol-3-yl)-3-(4-(trifluoromethyl)phenyl)urea